(R)-5-(4-((1-(3-amino-5-(trifluoromethyl)phenyl)ethyl)amino)-2-methyl-8,9-dihydro-7H-cyclopenta[h]quinazolin-6-yl)pyridin-2(1H)-one NC=1C=C(C=C(C1)C(F)(F)F)[C@@H](C)NC1=NC(=NC2=C3C(=C(C=C12)C=1C=CC(NC1)=O)CCC3)C